[Sb].[Sn].[Zn].[Pb] lead-zinc-tin-antimony